C(=O)(O)C1=CC=C(C=C1)NC(=O)C1=CC(=C(C(=O)O)C=C1O)O 4-(4-Carboxyphenylaminocarbonyl)-2,5-dihydroxybenzoic acid